COC(=O)C1CCN(CC1)C=1C=CC2=C(NC(=N2)C=2C(NC3=CC=CC=C3C2N[C@@H](C)C2=NC=CC=C2)=O)C1 (S)-1-(2-(2-oxo-4-((1-(pyridin-2-yl)ethyl)amino)-1,2-dihydroquinolin-3-yl)-1H-benzo[d]imidazol-6-yl)piperidine-4-carboxylic acid methyl ester